ClC1=C(C=CC=C1C=1C=NC(=CC1)N1C2(CC2)CCCC1=O)C1C(NC(CC1)=O)=O 3-(2-chloro-3-(6-(5-oxo-4-azaspiro[2.5]octan-4-yl)pyridin-3-yl)phenyl)piperidine-2,6-dione